4-fluorothieno[2,3-c]pyridine-2-carboxamide FC1=C2C(=CN=C1)SC(=C2)C(=O)N